COC1=CC=C(CN2C3CN(CC2C3)C(=O)OC(C)(C)C)C=C1 tert-butyl 6-(4-methoxybenzyl)-3,6-diazabicyclo[3.1.1]heptane-3-carboxylate